(R)-N-(2-(2-fluorophenyl)propan-2-yl)-2-(1-methylpyrrolidin-2-yl)acetamide FC1=C(C=CC=C1)C(C)(C)NC(C[C@@H]1N(CCC1)C)=O